5-benzyl-oxy-4-methyl-indole C(C1=CC=CC=C1)OC=1C(=C2C=CNC2=CC1)C